The molecule is a dTDP-sugar having 4-dehydro-2,6-dideoxy-D-glucose as the sugar component. It is a dTDP-sugar and a secondary alpha-hydroxy ketone. It derives from a dTDP-D-glucose. C[C@@H]1C(=O)[C@@H](CC(O1)OP(=O)(O)OP(=O)(O)OC[C@@H]2[C@H](C[C@@H](O2)N3C=C(C(=O)NC3=O)C)O)O